2-(methacryloxyethyl)ethyl-trimethyl-ammonium chloride [Cl-].C(C(=C)C)(=O)OCCCC[N+](C)(C)C